C(C)(C)(C)C1CC=C(CC1)B(O)O 4-(tert-butyl)cyclohex-1-en-1-ylboronic acid